IC1=C(C(=O)NC)C=C(C=C1)NC=1C=2N(C=CN1)C(=CN2)C2=CC=C(C=C2)OC 2-iodo-5-[[3-(4-methoxyphenyl)imidazo[1,2-a]pyrazin-8-yl]amino]-N-methyl-benzamide